O=C1C=NN(C2=CC=CC=C12)C1=CC(=CC=C1)C(F)(F)F 4-oxo-1-(3-(trifluoromethyl)phenyl)-1,4-dihydrocinnolin